COC(C1CCN(CC1)C1=CC(=C(C=C1)B1OC(C(O1)(C)C)(C)C)F)OC 4-(Dimethoxymethyl)-1-(3-fluoro-4-(4,4,5,5-tetramethyl-1,3,2-dioxaborolan-2-yl)phenyl)piperidine